Methyl N-(2-((5-chloro-2-(4-chloro-1H-1,2,3-triazol-1-yl)phenyl)amino)-2-oxoethyl)-methylhomoserinate ClC=1C=CC(=C(C1)NC(CN([C@@H](CCO)C(=O)OC)C)=O)N1N=NC(=C1)Cl